[Si](C)(C)(C(C)(C)C)N([Si](C)(C)C(C)(C)C)CC1=CC=C(C=C)C=C1 4-[bis(t-butyldimethylsilyl)aminomethyl]Styrene